OS(=O)(=O)C(F)(F)F.FN1C(C=C(C=C1C)C)C 1-fluoro-2,4,6-trimethylpyridine triflate